O1C(=CC2=C1C=CC=C2)C(N2CCN(CC2)C2=C(C=NC=C2Cl)Cl)C2=NN=CN2CCCC 1-(benzofuran-2-yl(4-butyl-4H-1,2,4-triazol-3-yl)methyl)-4-(3,5-dichloropyridin-4-yl)piperazine